COC1=C(C=NC=C1)C1=CC2=C(C(=N1)C)C=NN2C2=NC(=CC(=C2)N2[C@@H]([C@H](C2)CS(=O)(=O)C)C)N2C(CCC2)C2=CC=CC=C2 6-(4-methoxypyridin-3-yl)-4-methyl-1-(4-((2R,3S)-2-methyl-3-((methylsulfonyl)methyl)azetidin-1-yl)-6-(2-phenylpyrrolidin-1-yl)pyridin-2-yl)-1H-pyrazolo[4,3-c]pyridine